4-[4-[6-(cyclopropylmethoxy)-2-pyridinyl]-2,6-difluoro-N-methyl-anilino]butanoic acid C1(CC1)COC1=CC=CC(=N1)C1=CC(=C(N(C)CCCC(=O)O)C(=C1)F)F